1,4-dimethyl-1,2,4-triazol-1-ium iodide [I-].C[N+]=1N=CN(C1)C